NC1=NC2=CC(=CC=C2C=C1)CN(C(=O)C=1C=NC=C(C1)Cl)C=1C(=NC=CC1)S(=O)(=O)C N-[(2-aminoquinolin-7-yl)methyl]-5-chloro-N-(2-methanesulfonylpyridin-3-yl)pyridine-3-carboxamide